7,10-bis(2-(2-cyanoethoxy)ethyl)-4,13-dioxa-7,10-diazahexadecanediamine C(#N)CCOCCN(CCOCCC(N)N)CCN(CCOCCC)CCOCCC#N